FC1=C(C=C(C=C1)F)C1CC=NN1C(=O)C12CC(C1)(C2)CN2N=CC1=CC(=CC=C21)C#N 1-((3-(5-(2,5-difluorophenyl)-4,5-dihydro-1H-pyrazole-1-carbonyl)bicyclo[1.1.1]pent-1-yl)methyl)-1H-indazole-5-carbonitrile